methyl 4-[1-(tert-butoxycarbonyl)piperidin-4-yl]cinnoline-8-carboxylate C(C)(C)(C)OC(=O)N1CCC(CC1)C1=CN=NC2=C(C=CC=C12)C(=O)OC